3-(((1S)-1-((1S,4aS,4bR,6aR,8R,10aS,12aS)-8-hydroxy-8,12a-dimethyloctadecahydrochrysen-1-yl)ethyl)amino)benzonitrile O[C@]1(C[C@H]2CC[C@H]3[C@@H]4CCC[C@@H]([C@]4(CCC3[C@H]2CC1)C)[C@H](C)NC=1C=C(C#N)C=CC1)C